4-(2,6-dimethylphenyl)-1-(methylamino)-6-(trifluoromethyl)-3H-pyrido[1,2-c]pyrimidin-3-one CC1=C(C(=CC=C1)C)C1=C2N(C(=NC1=O)NC)C=CC(=C2)C(F)(F)F